C(CCCCCCCCCCC(=O)OCCC)(=O)OCC(COC(CC(CCCCC)CCCCC)=O)(COC(CC(CCCCC)CCCCC)=O)COC(CCCN(C)C)=O 2-({[4-(Dimethylamino)butanoyl]oxy}methyl)-3-[(3-pentyloctanoyl)oxy]-2-{[(3-pentyloctanoyl)oxy]methyl}propyl propyl dodecanedioate